CNCC1=CNC2=CC=CC=C21 The molecule is an aminoalkylindole that is indole carrying a methylaminomethyl substituent at postion 3. It has a role as a plant metabolite. It is an aminoalkylindole, a secondary amino compound and an indole alkaloid.